(1r,3r)-3-((4-methoxy-5-(quinoxalin-6-yl)pyrrolo[2,1-f][1,2,4]triazin-2-yl)amino)-1-methylcyclobutan-1-ol COC1=NC(=NN2C1=C(C=C2)C=2C=C1N=CC=NC1=CC2)NC2CC(C2)(O)C